CC1=NC(=NC=2N([C@H](C(NC12)=O)C)C)NCC=1C=NN(C1)[C@H](CC1=CC=CC=C1)C (7S)-4,7,8-trimethyl-2-(((1-((S)-1-phenylpropan-2-yl)-1H-pyrazol-4-yl)methyl)amino)-7,8-dihydropteridin-6(5H)-one